acryloxyethyldiethoxysilane C(C=C)(=O)OCC[SiH](OCC)OCC